Trans-4-(3,5-dimethoxy-phenyl)-pyrrolidine-3-carboxylic acid COC=1C=C(C=C(C1)OC)[C@H]1[C@@H](CNC1)C(=O)O